[N+](=O)([O-])C1(C2(C(CC(C1)(C2(C)C)[N+](=O)[O-])[N+](=O)[O-])C)C2=C(C=CC=C2)S(=O)(=O)Cl 2,4,6-trinitro-bornyl-benzenesulfonyl chloride